ClC1=C(C(=CC(=C1)Cl)Cl)N=C=S 2,4,6-trichloro-1-isothiocyanatobenzene